BrC1=NN=NC=C1C 4-bromo-5-methyl-1,2,3-triazine